3-{[5-(trifluoromethyl)-1H-tetrazol-1-yl]methyl}-1H-pyrazole-5-carboxamide FC(C1=NN=NN1CC1=NNC(=C1)C(=O)N)(F)F